tin tetrat-butoxide CC(C)(C)[O-].CC(C)(C)[O-].CC(C)(C)[O-].CC(C)(C)[O-].[Sn+4]